FC1=C(C=CC(=C1)F)S(=O)(=O)NC=1C=C(C=NC1OC)C=1C=C2C(=CC=NC2=CC1)N1CCNCC1 4-(6-(5-((2,4-difluorophenyl)sulfonylamino)-6-methoxypyridin-3-yl)quinolin-4-yl)piperazine